glucaric acid dipropyl ester C(CC)OC([C@H]([C@H]([C@@H]([C@H](C(=O)OCCC)O)O)O)O)=O